F[C@H]1CN(CC[C@H]1NC1=CC=CC2=C(N(N=C12)C1=NN=C(S1)CNC(=O)C1CC1)C=C)C N-((5-(7-(((3S,4R)-3-fluoro-1-methylpiperidin-4-yl)amino)-3-vinyl-2H-indazol-2-yl)-1,3,4-thiadiazol-2-yl)methyl)cyclopropanecarboxamide